[Si](C)(C)(C(C)(C)C)OC(C=O)CC1=CC(=C(C=C1)F)F ((tert-butyldimethylsilyl)oxy)-3-(3,4-difluorophenyl)propanal